BrC1=CC(=C(OC2=CC=C(C(=C2C(=O)NC2=CC(=C(C=C2)F)C(NO)=O)F)C(F)(F)F)C(=C1)C(F)(F)F)F 6-(4-Bromo-2-fluoro-6-(trifluoromethyl)phenoxy)-2-fluoro-N-(4-fluoro-3-(N-hydroxycarbamoyl)phenyl)-3-(Trifluoromethyl)benzamide